2-((5-chloro-3H-imidazo[4,5-b]pyridin-2-yl)(2-hydroxyphenyl)methyl)isoindolin-1-one ClC1=CC=C2C(=N1)NC(=N2)C(N2C(C1=CC=CC=C1C2)=O)C2=C(C=CC=C2)O